4,7-dimethyl-3-(1-(methylsulfonyl)piperidin-4-yl)-3,4-dihydro-5H-pyrazolo[3,4-c]isoquinolin-5-one CN1C(C=2C=C(C=CC2C2=C1N(N=C2)C2CCN(CC2)S(=O)(=O)C)C)=O